4-Amino-1-(3-chloroisoquinolin-5-yl)-7-bromo-2-oxo-1,2-dihydroquinoline-3-carboxylic acid methyl ester COC(=O)C=1C(N(C2=CC(=CC=C2C1N)Br)C1=C2C=C(N=CC2=CC=C1)Cl)=O